CN(C1CCN(CC1)S(=O)(=O)C=1C=C(C(=O)NC=2N=CC3=CC=C(C=C3C2)C=2C=NN(C2)C)C=CC1OC)C 3-((4-(dimethylamino)piperidin-1-yl)sulfonyl)-4-methoxy-N-(6-(1-methyl-1H-pyrazol-4-yl)isoquinolin-3-yl)benzamide